ClC1=C(C=CC=C1)[C@@H]1N(CCC(C1)(F)F)C=1C(=NC=CN1)C(=O)N[C@H](C)\C=C\S(=O)(=O)C ((R)-2-(2-Chlorophenyl)-4,4-difluoropiperidin-1-yl)-N-((R,E)-4-(methylsulfonyl)but-3-en-2-yl)pyrazine-2-carboxamide